2,3,5-trihydroxyethylbenzene OCCC1=CC(=CC(=C1)O)O